2-naphthalenyl-ethanone C1(=CC=CC2=CC=CC=C12)CC=O